OCC1CCC(CC1)N1N=C2C=C(C(=CC2=C1)NC(=O)C1=NC(=CC=C1)S(F)(F)(F)(F)F)OC N-[2-[4-(hydroxymethyl)cyclohexyl]-6-methoxy-indazol-5-yl]-6-(pentafluoro-sulfanyl)pyridine-2-carboxamide